3-(3,4,5-trimethoxyphenyl)-prop-2-en-1-one COC=1C=C(C=C(C1OC)OC)C=CC=O